COC(NCC1=C(C=CC(=C1)C1=NN(C=C1)C1=C(C=C(C=C1F)C(F)(F)F)F)C)=O.BrC=1C=CC=C2C=CC(=NC12)COC 8-bromo-2-(methoxymethyl)quinoline methyl-N-[[5-[1-[2,6-difluoro-4-(trifluoromethyl)phenyl]-1H-pyrazol-3-yl]-2-methylphenyl]methyl]carbamate